2,4-dimethyl-6-hydroxymethyl-phenol CC1=C(C(=CC(=C1)C)CO)O